6-fluoro-N-((1r,3r)-3-(3-chloro-4-cyanophenoxy)-2,2,4,4-tetramethylcyclobutyl)nicotinamide FC1=NC=C(C(=O)NC2C(C(C2(C)C)OC2=CC(=C(C=C2)C#N)Cl)(C)C)C=C1